C(C)(C)(C)OC(=O)N1C(CCCC1)C1=NC=C(C=N1)C1=CC2=C(N(C(N2C)=O)C2C(NC(CC2)=O)=O)C=C1 (5-(1-(2,6-Dioxopiperidin-3-yl)-3-methyl-2-oxo-2,3-dihydro-1H-benzo[d]imidazol-5-yl)pyrimidin-2-yl)piperidine-1-carboxylic acid tert-butyl ester